Cl.C[C@@H]1NCC1 (S)-2-methylazetidine Hydrochloride